FCCN1C(C=2C(C1=O)=CC=CC2)=O N-(2-fluoroethyl)phthalimide